C(C1=CC=CC=C1)N1C[C@@H](C=C2C3=C4C(C[C@@H]12)=CNC4=CC=C3)C(=O)N[C@H](C)CC (6aR,9R)-7-benzyl-N-((R)-sec-butyl)-4,6,6a,7,8,9-hexahydroindolo[4,3-fg]quinoline-9-carboxamide